CN1N=CC(=C1)C=1C=C2C=C(N=CC2=CC1)NC(C1=CC(=CC=C1)S(=O)(=O)N1CCOCC1)=O N-(6-(1-methyl-1H-pyrazol-4-yl)isoquinolin-3-yl)-3-(morpholinesulfonyl)benzamide